[Cu+2].C1(CCCCC1)OC(C=1C(C(=O)OC2CCCCC2)=CC=CC1)=O dicyclohexylphthalate Copper (II)